N-(3-(2-(methoxymethyl)-7-(methylthio)-2,3-dihydro-[1,4]dioxino[2,3-c]pyridin-5-yl)-1-methyl-1H-pyrrolo[2,3-c]pyridin-5-yl)acetamide COCC1OC2=C(C(=NC(=C2)SC)C2=CN(C3=CN=C(C=C32)NC(C)=O)C)OC1